ClC1=CC=C(C(=N1)C1=CC(=NC=C1)C)NC(C)C=1C=2C3=C(N(C(C2C=C(C1)C)=O)CC)N(N=C3)[C@@H]3COCC3 9-(1-((6-chloro-2'-methyl-[2,4'-bipyridin]-3-yl)amino)ethyl)-4-ethyl-7-methyl-3-((S)-tetrahydrofuran-3-yl)-3,4-dihydro-5H-pyrazolo[3,4-c]isoquinolin-5-one